N-[3-chloro-4-[4-(piperidine-4-carbonyl)piperazine-1-carbonyl]phenyl]-5-(2-fluoro-3,4-dimethoxy-phenyl)-1-methyl-imidazole-2-carboxamide formate C(=O)O.ClC=1C=C(C=CC1C(=O)N1CCN(CC1)C(=O)C1CCNCC1)NC(=O)C=1N(C(=CN1)C1=C(C(=C(C=C1)OC)OC)F)C